FC1=NC(=CC=C1C=1SC=2C(N(CCC2N1)C(=O)OC(C)(C)C)=O)N1CCC(CC1)CO tert-butyl 2-(2-fluoro-6-(4-(hydroxymethyl) piperidin-1-yl) pyridin-3-yl)-4-oxo-6,7-dihydrothiazolo[5,4-c]pyridine-5(4H)-carboxylate